1-hydroxy-methyl-3-butanal OC(CC(C)=O)C